[2-(aminomethyl)-7-oxo-4-(propan-2-yl)-6H,7H-thieno[2,3-d]pyridazin-6-yl]-N-(pyrimidin-2-yl)acetamide NCC1=CC2=C(C(N(N=C2C(C)C)CC(=O)NC2=NC=CC=N2)=O)S1